(4-(((3R,3aR,6R,6aR)-6-(benzyloxy)hexahydrofuro[3,2-b]furan-3-yl)oxy)phenyl)boronic acid C(C1=CC=CC=C1)O[C@@H]1CO[C@H]2[C@@H]1OC[C@H]2OC2=CC=C(C=C2)B(O)O